ethylmethyl Fluoroacetate FCC(=O)OCCC